BrC=1C=C(C(=CC1F)NC)N 4-Bromo-5-fluoro-N-methylbenzene-1,2-diamine